7-(4-(2,3-dihydro-2-oxobenzo[d]oxazol-5-ylamino)-5-fluoropyrimidin-2-ylamino)-4,5-dihydro-1H-benzo[b]azepin-2(3H)-one trifluoroacetate salt FC(C(=O)O)(F)F.O=C1OC2=C(N1)C=C(C=C2)NC2=NC(=NC=C2F)NC2=CC1=C(NC(CCC1)=O)C=C2